FCC(C(F)F)C1=CC=CC=C1 1,3,3-trifluoropropan-2-yl-benzene